FC1=CC=C(C=C1)N1N=CC2=CC(=CC=C12)N1[C@@H]([C@H](C(C1=O)(C)C)NC(=O)C1=C(N=CO1)C)C1=CC=CC=C1 N-((2r,3s)-1-(1-(4-fluorophenyl)-1H-indazol-5-yl)-4,4-dimethyl-5-oxo-2-phenylpyrrolidin-3-yl)-4-methyl-oxazole-5-carboxamide